COC(CC1=CC(=C(C(=C1)S(NC1=C(C=C(C(=C1)C1=C(C=CC=C1)CO)F)F)(=O)=O)OC)Cl)=O.BrC1=CC=C(C=C1)C1=NC=C(N=C1)C1=CC=C(C=C1)Br 2,5-bis(4-bromophenyl)pyrazine methyl-2-[3-chloro-5-[[2,4-difluoro-5-[2-(hydroxymethyl)phenyl]phenyl]sulfamoyl]-4-methoxy-phenyl]acetate